4-trifluoromethyl-2-(pent-4-en-1-ynyl)benzene FC(C1=CC(=CC=C1)C#CCC=C)(F)F